O[C@@H]1CN(C[C@@H]1O)C1=C(C=C2C(C(=CN(C2=N1)C1=C(C=C(C=C1F)F)F)C(=O)N[C@@H](C)C(C)C)=O)F 7-[(3R,4S)-3,4-dihydroxypyrrolidin-1-yl]-6-fluoro-N-[(2S)-3-methylbut-2-yl]-4-oxo-1-(2,4,6-trifluorophenyl)-1,4-dihydro-1,8-naphthyridine-3-carboxamide